N-[5-[(3,5-difluorophenyl)methyl]-1H-indazol-3-yl]-4-[4-[2-[4-[4-[(2,6-dioxo-3-piperidyl)amino]phenyl]-1-piperidyl]acetyl]piperazin-1-yl]-2-(tetrahydropyran-4-ylamino)benzamide FC=1C=C(C=C(C1)F)CC=1C=C2C(=NNC2=CC1)NC(C1=C(C=C(C=C1)N1CCN(CC1)C(CN1CCC(CC1)C1=CC=C(C=C1)NC1C(NC(CC1)=O)=O)=O)NC1CCOCC1)=O